N-(4-(piperazin-1-yl)phenyl)pyrazolo[1,5-a]pyrimidine-3-carboxamide N1(CCNCC1)C1=CC=C(C=C1)NC(=O)C=1C=NN2C1N=CC=C2